OCC(=O)[C@H](O)[C@H](O)CO D-ribulose